N-(3-amino-3-oxopropyl)-4-(5-(4-chlorophenyl)-1-(2,4-dichlorophenyl)-4-methyl-1H-pyrazole-3-carboxamido)picolinamide NC(CCNC(C1=NC=CC(=C1)NC(=O)C1=NN(C(=C1C)C1=CC=C(C=C1)Cl)C1=C(C=C(C=C1)Cl)Cl)=O)=O